N1(CCC1)C=1C=CC(=NC1)C#CC1=C2C=C(N=CC2=C(N=C1)NC)C1(CC1)C(=O)N (5-((5-(azetidin-1-yl)pyridin-2-yl)ethynyl)-8-(methylamino)-2,7-naphthyridin-3-yl)cyclopropanecarboxamide